4,5:8,9-diepoxytricyclo[5.2.1.02,6]decane C12C3CC4C(C3C(C3C1O3)C2)O4